OC=1C=C(C=CC1)\C=1\CCSC2=C(/C1)C=CC(=C2)O (E)-4-(3-hydroxyphenyl)-2,3-dihydro-1-benzothiepin-8-ol